5-(biphenyl-4-yl-phenyl-amino)-2-{4-(biphenyl-4-yl-phenyl-amino)-phenyl}-benzotriazole C1(=CC=C(C=C1)N(C1=CC=2C(=NN(N2)C2=CC=C(C=C2)N(C2=CC=CC=C2)C2=CC=C(C=C2)C2=CC=CC=C2)C=C1)C1=CC=CC=C1)C1=CC=CC=C1